N-(3-Cyano-5-(cyclohexylmethyl)-6,6-dimethyl-4,5,6,7-tetrahydrothieno[3,2-c]pyridin-2-yl)-2-(4-sulfamoylphenyl)acetamid C(#N)C1=C(SC2=C1CN(C(C2)(C)C)CC2CCCCC2)NC(CC2=CC=C(C=C2)S(N)(=O)=O)=O